(Z)-2-((S)-1-((S)-1-(2-fluorophenyl)-2-methoxy-2-oxoethyl)-4-(methylthio)piperidin-3-ylidene)acetic acid FC1=C(C=CC=C1)[C@@H](C(=O)OC)N1C/C(/[C@H](CC1)SC)=C/C(=O)O